N-(2-(2,6-dioxopiperidin-3-yl)-1-oxoisoindolin-5-yl)-3-methyl-3H-imidazo[4,5-b]pyridine-6-carboxamide O=C1NC(CCC1N1C(C2=CC=C(C=C2C1)NC(=O)C=1C=C2C(=NC1)N(C=N2)C)=O)=O